FC(C1=NC=CC=C1OC1CCC12CCN(CC2)C(=O)OC(C)(C)C)(F)F tert-butyl 1-{[2-(trifluoromethyl)pyridin-3-yl]oxy}-7-azaspiro[3.5]nonane-7-carboxylate